(1R,2S)-2-carbamimidamidocyclohexane-1-carboxylic acid N(C(=N)N)[C@@H]1[C@@H](CCCC1)C(=O)O